4-cyano-4-(propylsulfanyl)thiolanoic acid C(#N)C1(CC(SC1)C(=O)O)SCCC